3'-fluoro-4-(isothiazol-5-yl)-[1,1'-biphenyl]-2-amine FC=1C=C(C=CC1)C=1C(=CC(=CC1)C1=CC=NS1)N